C(CCC)O r-butyl alcohol